CCCCOC(=O)C1=CC=CC=C1C(=O)OCCCC N-butyl phthalate